ClC1=CC(=C(C(=N1)C1=C2C(=NC=C1)C=C(S2)CN2C(C1C(C1C2=O)(C)C)=O)NC2CCNCC2)C 3-((7-(6-chloro-4-methyl-3-(piperidin-4-ylamino)pyridin-2-yl)thieno[3,2-b]pyridin-2-yl)methyl)-6,6-dimethyl-3-azabicyclo[3.1.0]hexane-2,4-dione